ClC=1C=C2C(=NC1OC)C(=C(N2)C2=NC(=NN2)C(F)(F)F)N2C=NC=C2 6-chloro-3-(1H-imidazol-1-yl)-5-methoxy-2-(3-(trifluoro-methyl)-1H-1,2,4-triazol-5-yl)-1H-pyrrolo[3,2-b]pyridine